O1C(=NC2=C1C=CC=C2)[C@H]2N(CCC1=C2N=CN1)C(=O)C1=C(N=CO1)C(F)(F)F (S)-(4-(benzo[d]oxazol-2-yl)-6,7-dihydro-1H-imidazo[4,5-c]pyridin-5(4H)-yl)(4-(trifluoromethyl)oxazol-5-yl)methanone